(R)-3-(1-aminoethyl)-6-chloroquinolin-2(1H)-one hydrochloride Cl.N[C@H](C)C=1C(NC2=CC=C(C=C2C1)Cl)=O